(4-methoxyphenyl)(methyl)((5-(5-(trifluoromethyl)-1,2,4-oxadiazol-3-yl)pyrimidin-2-yl)imino)-λ6-sulfanone COC1=CC=C(C=C1)S(=O)(=NC1=NC=C(C=N1)C1=NOC(=N1)C(F)(F)F)C